cyanoethyl phosphoroamidite P(OCCC#N)([O-])N